[K].ONC(=O)C=1C=NC(=NC1)N(C)CC1=CC=2N=C(N=C(C2S1)N1CCOCC1)C=1C=NC(=CC1)OC N-hydroxy-2-(((2-(6-methoxypyridin-3-yl)-4-morpholinothieno[3,2-d]pyrimidin-6-yl)methyl)(methyl)amino)pyrimidine-5-carboxamide Potassium Salt